2-(2-Methyl-3-methoxyphenyl)propanol CC1=C(C=CC=C1OC)C(CO)C